S(=O)(=O)(OCCC)C1=CC=C(C)C=C1 propyl 1-tosylate